C(N)(=O)C1=CC(=NC2=C1N=CN=C2NC2CN(CC(C2)F)C(=O)OC(C)(C)C)C2=CC=C(C=C2)CN2CCOCC2 tert-butyl 3-([8-carbamoyl-6-[4-(morpholin-4-ylmethyl) phenyl] pyrido[3,2-d]pyrimidin-4-yl] amino)-5-fluoropiperidine-1-carboxylate